(6S,7S)-6-((S)-5H-imidazo[5,1-a]isoindol-5-yl)-2-methyl-4,5,6,7-tetrahydro-2H-indazol-7-ol C=1N=CN2C1C1=CC=CC=C1[C@@H]2[C@@H]2CCC1=CN(N=C1[C@H]2O)C